(2S)-2-[4,10-bis(carboxylatomethyl)-7-{1-carboxy-2-[4-(2,2,3,3-tetrafluoropropoxy)phenyl]ethyl}-1,4,7,10-tetraazacyclododecan-1-yl]-3-hydroxypropanoat C(=O)([O-])CN1CCN(CCN(CCN(CC1)C(CC1=CC=C(C=C1)OCC(C(F)F)(F)F)C(=O)O)CC(=O)[O-])[C@H](C(=O)[O-])CO